4-[4-({(1R)-1-[3-(difluoromethyl)-2-fluorophenyl]ethyl}amino)-2-methylpyrido[3,4-d]pyrimidin-6-yl]-1,4lambda5-azaphosphinan-4-one FC(C=1C(=C(C=CC1)[C@@H](C)NC=1C2=C(N=C(N1)C)C=NC(=C2)P2(CCNCC2)=O)F)F